COC1=C(N)C=CC(=C1)C1=NC=C(C=N1)C 2-methoxy-4-(5-methylpyrimidin-2-yl)aniline